C(C1=CC=CC=C1)(C1=CC=CC=C1)N1CCN(CC1)C1=NC=CC2=CC=NC=C12 1-(4-benzhydrylpiperazin-1-yl)-2,7-naphthyridine